C(C)(C)(C)OC(N=S=O)=O.C(C)(C)(C)C1=CC=CC2=CC3=C(C=CC=C3C(=C12)OC(=O)C1C(CCCC1)C(=O)O)C(C)(C)C 1,5-bis(tert-butyl)-9-(2-carboxycyclohexyl)carbonyloxyanthracene tert-butyl-(oxo-λ4-sulfaneylidene)carbamate